OC1=C2C(=C(C(=C1F)F)C1=C(C(=C(C(=C1F)F)O)F)F)C1C(C(F)(F)OCC3C2O3)O1 4,4'-dihydroxyoctafluorobiphenyldiglycidyl ether